3-(5-methoxy-3-methyl-4-(4-(methylamino)piperidin-1-yl)-2-oxo-2,3-dihydro-1H-benzo[d]imidazol-1-yl)piperidine-2,6-dione COC1=C(C2=C(N(C(N2C)=O)C2C(NC(CC2)=O)=O)C=C1)N1CCC(CC1)NC